(S)-2'-chloro-6'-(5,7-difluoro-1H-1,3-benzodiazol-2-yl)-4-{[(1R)-1-phenylbutyl]carbamoyl}-[1,1'-biphenyl]-2-carboxylic acid ClC1=C(C(=CC=C1)C1=NC2=C(N1)C(=CC(=C2)F)F)C=2C(=CC(=CC2)C(N[C@H](CCC)C2=CC=CC=C2)=O)C(=O)O